O1CCN(CC1)CCCCC(=O)OC(C(=O)[O-])CC(=O)[O-] ((5-morpholinopentanoyl)oxy)succinate